3-Fluoro-4-methyl-N,N-bis(propan-2-yl)-5-[4-(1H-pyrazol-1-yl)benzyl]benzamide FC=1C=C(C(=O)N(C(C)C)C(C)C)C=C(C1C)CC1=CC=C(C=C1)N1N=CC=C1